N1=NC(=CC2=CC=CC=C12)CN1CCCC1 (3S)-1-[(cinnolin-3-yl)methyl]pyrrolidin